FC1=C(C(=C(C=C1OC)OC)F)C1=CC2=C(N=C(N=C2)N[C@@H]2COCC[C@@H]2NC(C=C)=O)C(=N1)OC N-((3S,4S)-3-((6-(2,6-difluoro-3,5-dimethoxyphenyl)-8-methoxypyrido[3,4-d]pyrimidin-2-yl)amino)tetrahydro-2H-pyran-4-yl)acrylamide